NC[C@H](CN(C(OC(C)(C)C)=O)C[C@@H](CNC(=O)OC(C)(C)C)O)O tert-Butyl N-[(2R)-3-amino-2-hydroxy-propyl]-N-[(2R)-3-(tertbutoxycarbonylamino)-2-hydroxy-propyl]carbamate